N-[4-(5-amino-2-methyl-1H-indol-3-yl)thiazol-2-yl]-2-(imidazo[2,1-b]thiazol-6-yl)acetamide NC=1C=C2C(=C(NC2=CC1)C)C=1N=C(SC1)NC(CC=1N=C2SC=CN2C1)=O